(11aR,12aS)-2-methyl-3,11,11a,12a-tetrahydrospiro[benzo[5,6][1,2]thiazino[2,3-a]indole-12,1'-cyclobutane]-5,5-dioxide CC=1CC=C2[C@@H](C1)C1(CCC1)[C@@H]1N(C=3C=CC=CC3C1)S2(=O)=O